ClC1=C(C=CC2=C1C(=N[C@H](C=1N2N=C(N1)C(=O)N1C[C@@H](CC1)F)C)C1=NC=CC=C1F)Cl [(4S)-7,8-dichloro-6-(3-fluoro-2-pyridyl)-4-methyl-4H-[1,2,4]triazolo[1,5-a][1,4]benzodiazepin-2-yl]-[(3R)-3-fluoropyrrolidin-1-yl]methanone